tributyl-(2-((2-(methoxycarbonyl)-4-methylthiophen-3-yl)amino)-2-oxoethyl)phosphonium bromide [Br-].C(CCC)[P+](CC(=O)NC1=C(SC=C1C)C(=O)OC)(CCCC)CCCC